CC=1C=CC(=NC1)S(=O)(=O)NC=1C=C(C=C2C=CC=NC12)C 5-methyl-N-(6-methylquinolin-8-yl)pyridine-2-sulfonamide